(1R,4R)-4-(3-Chloroanilino)-2'-{(2R)-2-methyl-3-[(5,6,7,8-tetrahydroquinolin-4-yl)oxy]propyl}-2',3'-dihydrospiro[cyclohexane-1,1'-indene]-4-carboxylic acid ClC=1C=C(NC2(CCC3(C(CC4=CC=CC=C34)C[C@H](COC3=CC=NC=4CCCCC34)C)CC2)C(=O)O)C=CC1